r-oxybis(1,1,2,2-tetrafluoroethane) O(C(C(F)F)(F)F)C(C(F)F)(F)F